(S)-2-(1-(2-(4-(5-(3,5-difluorophenyl)-4,5-dihydro-1H-pyrazole-1-carbonyl)piperazin-1-yl)-5-fluoropyrimidine-4-carbonyl)azetidin-3-yl)acetonitrile FC=1C=C(C=C(C1)F)[C@@H]1CC=NN1C(=O)N1CCN(CC1)C1=NC=C(C(=N1)C(=O)N1CC(C1)CC#N)F